2-amino-N-cycloHexyl-propionamide NC(C(=O)NC1CCCCC1)C